Methyl-(S,E)-(7-amino-1,7-dioxo-1-((2-oxo-1-((7-(2,2,2-trifluoroethoxy)benzo[d]thiazol-2-yl)methyl)-1,2-dihydropyridin-3-yl)amino)hept-5-en-2-yl)carbamat COC(N[C@H](C(NC=1C(N(C=CC1)CC=1SC2=C(N1)C=CC=C2OCC(F)(F)F)=O)=O)CC\C=C\C(=O)N)=O